N-[7-bromo-2-(3-hydroxy-3-methyl-butyl)imidazo[1,2-a]pyridin-6-yl]-6-(trifluoromethyl)pyridine-2-carboxamide BrC1=CC=2N(C=C1NC(=O)C1=NC(=CC=C1)C(F)(F)F)C=C(N2)CCC(C)(C)O